CN1NNC(=C1)S(=O)(=O)OC(C)C isopropyl 1-methyl-2H-1,2,3-triazole-4-sulfonate